C(C)(C)(C)OC(=O)N1C[C@H]([C@@H](C1)C1=CC=CC=C1)OC(NC1=C2C=CN=CC2=CC=C1)=O |r| (±)-trans-4-phenyl-3-[(isoquinolin-5-ylcarbamoyl)oxy]pyrrolidine-1-carboxylic acid tert-butyl ester